N-(3-((1s,3s)-3-(cyanomethyl)-1-(4-methyl-4H-1,2,4-triazol-3-yl)cyclobutyl)phenyl)-7-(1-(cyclopentylamino)ethyl)-3,3-dimethyl-2,3-dihydro-1H-pyrrolo[3,2-b]pyridine-5-carboxamide C(#N)CC1CC(C1)(C1=NN=CN1C)C=1C=C(C=CC1)NC(=O)C1=CC(=C2C(=N1)C(CN2)(C)C)C(C)NC2CCCC2